5,12-Diethyl-1,5,8,12-tetraazabicyclo[6.6.2]hexadecan C(C)N1CCCN2CCN(CCCN(CC1)CC2)CC